FC(S(=O)(=O)ON=C(C#N)C1CCCCC1)(F)F α-(Trifluoromethylsulfonyloxyimino)-cyclohexyl-acetonitrile